S1C=NC2=C1C=CC(=C2)CNC(C)C2OCCC2 N-(benzo[d]thiazol-5-ylmethyl)-1-(tetrahydrofuran-2-yl)ethan-1-amine